((((((propane-2,2-diylbis(2,6-dibromo-4,1-phenylene))bis(oxy))bis(ethane-2,1-diyl))bis(oxy))bis(carbonyl))bis(azanediyl))bis(ethane-2,1-diyl)bis(2-methylacrylate) CC(C)(C1=CC(=C(C(=C1)Br)OCCOC(=O)NCCC=C(C(=O)[O-])C)Br)C1=CC(=C(C(=C1)Br)OCCOC(=O)NCCC=C(C(=O)[O-])C)Br